N1(N=NC2=C1C=CC=C2)CC(=O)NC2=CC=C(C=C2)N2N=C(C=C2C2CC2)C2CC2 2-(1H-benzo[d][1,2,3]triazol-1-yl)-N-[4-(3,5-dicyclopropyl-1H-pyrazol-1-yl)phenyl]acetamide